C1(CC1)C(=O)N1[C@H]([C@H]([C@H](C1)F)NS(=O)(=O)CC)CC=1C(=C(C=CC1)C1=C(C=CC=C1)F)F N-{(2S,3R,4S)-1-(cyclopropanecarbonyl)-2-[(2,2'-difluoro[1,1'-biphenyl]-3-yl)-methyl]-4-fluoropyrrolidin-3-yl}ethanesulfonamide